2-(5-Methyl-2-propan-2-ylcyclohexyl)benzene-1,3-diol CC1CCC(C(C1)C1=C(C=CC=C1O)O)C(C)C